C(C)(C)(C)[Si](C)(C)OCCOC1=C(C=C(C=C1C)C#C[Si](C)(C)C)C tert-butyl-(2-(2,6-dimethyl-4-((trimethylsilyl)ethynyl)phenoxy)ethoxy)dimethylsilane